1-(6-(butylamino)-2-fluoro-7H-purin-7-yl)ethan-1-one C(CCC)NC1=C2N(C=NC2=NC(=N1)F)C(C)=O